(3R)-3-amino-5-[(4-chlorophenyl)methyl]-8-fluoro-7-(2-methyltetrazol-5-yl)-1,1-dioxo-2,3-dihydro-1lambda6,5-benzothiazepin-4-one N[C@H]1CS(C2=C(N(C1=O)CC1=CC=C(C=C1)Cl)C=C(C(=C2)F)C=2N=NN(N2)C)(=O)=O